C(C)(C)(C)C=1C=C(C=C(C1O)C(C)(C)C)C(CC(=O)O)CCC 3-(3,5-di-tert-butyl-4-hydroxyphenyl)hexanoic acid